2-{[(1-methyl-1H-imidazol-4-yl)methyl]amino}acetic acid CN1C=NC(=C1)CNCC(=O)O